tert-butyl (1R,5S)-3-(7-(3-(benzyloxy)naphthalen-1-yl)-6-(2-cyanophenoxy)-2-(((S)-1-methyl pyrrolidin-2-yl)methoxy)quinazolin-4-yl)-3,8-diazabicyclo[3.2.1]octane-8-carboxylate C(C1=CC=CC=C1)OC=1C=C(C2=CC=CC=C2C1)C1=C(C=C2C(=NC(=NC2=C1)OC[C@H]1N(CCC1)C)N1C[C@H]2CC[C@@H](C1)N2C(=O)OC(C)(C)C)OC2=C(C=CC=C2)C#N